C/C=C/C=C/C1=CC2=C(CO1)C(=O)[C@]([C@@H](C2)O)(C)O The molecule is a member of the class of isochromanes that is 1,5,6,7-tetrahydro-8H-isochromen-8-one substituted by hydroxy groups at positions 6 and 7, a methyl group at position 7 and a penta-1,3-dien-1-yl moiety at position 3. Isolated from the fermentation broth of Trichoderma harzianum, it exhibits anti-HIV activity. It has a role as a metabolite and an anti-HIV agent. It is a member of isochromanes, an enone, a diol, an aromatic ketone and a tertiary alpha-hydroxy ketone.